4'-hydroxy-3'-methoxyacetophenone OC1=C(C=C(C=C1)C(C)=O)OC